Cl.NC(CC(=O)O)CC=1C=C(C=CC1)C1=C(C=C(C=C1)OC1=NC=C(C=C1F)Cl)Cl 3-amino-4-(2'-chloro-4'-((5-chloro-3-fluoropyridin-2-yl)oxy)-[1,1'-biphenyl]-3-yl)butanoic acid hydrochloride